tert-butyl-2-(4-methylpyridin-2-yl)morpholine-4-carboxylate C(C)(C)(C)OC(=O)N1CC(OCC1)C1=NC=CC(=C1)C